C(C)(=O)OC1=C(C=CC=C1Cl)Cl 2,6-Dichlorophenyl acetate